((4-cyclohexylphenyl)amino)-3,4,5,6-tetrafluoro-N,N-dimethylbenzenesulfonamide C1(CCCCC1)C1=CC=C(C=C1)NC1=C(C(=C(C(=C1F)F)F)F)S(=O)(=O)N(C)C